FC=1C=C(C=CC1)[C@@H]1N(CCC1)C=1C=CC=2N(N1)C(=CN2)C2=CC=CC(=N2)N2CCN(CC2)CCCN2C(N(C1=C2C=CC=C1)C1C(NC(CC1)=O)=O)=O 3-(3-(3-(4-(6-(6-((R)-2-(3-fluorophenyl)pyrrolidin-1-yl)imidazo[1,2-b]pyridazin-3-yl)pyridin-2-yl)piperazin-1-yl)propyl)-2-oxo-2,3-dihydro-1H-benzo[d]imidazol-1-yl)piperidine-2,6-dione